COC=1C(=C(C=CC1)[C@H]1N(CC[C@H]1N1CCOCC1)C(=O)OC(C)(C)C)C tert-Butyl (2R,3R)-2-(3-methoxy-2-methyl-phenyl)-3-morpholino-pyrrolidine-1-carboxylate